docosa-13,16-dien-1-ol C(CCCCCCCCCCCC=CCC=CCCCCC)O